allyl-2-amino-3-mercaptopropionic acid C(C=C)C(C(=O)O)(CS)N